CC1(OB(OC1(C)C)C1=CC(CC1)=O)C 3-(4,4,5,5-tetramethyl-1,3,2-dioxaborolan-2-yl)cyclopent-2-en-1-one